tert-butyl 3-(7-bromo-5,8-difluoro-6-iodo-2-(methylthio)quinazolin-4-yl)-3,8-diazabicyclo[3.2.1]octane-8-carboxylate BrC1=C(C(=C2C(=NC(=NC2=C1F)SC)N1CC2CCC(C1)N2C(=O)OC(C)(C)C)F)I